C(C)(=O)OC1=CCOC=C1 2H-pyran-4-yl acetate